6-(4-Amino-4-(6-methoxypyridin-3-yl)piperidin-1-yl)-3-(2,3-dichlorophenyl)-1H-pyrazolo[3,4-d]pyrimidine-4-carbonitrile NC1(CCN(CC1)C1=NC(=C2C(=N1)NN=C2C2=C(C(=CC=C2)Cl)Cl)C#N)C=2C=NC(=CC2)OC